3-(5-(1-(1,3-Dimethyl-1H-indole-2-carbonyl)piperidin-4-yl)-1-oxoisoindolin-2-yl)piperidine-2,6-dione CN1C(=C(C2=CC=CC=C12)C)C(=O)N1CCC(CC1)C=1C=C2CN(C(C2=CC1)=O)C1C(NC(CC1)=O)=O